tantalum tin oxide [Sn]=O.[Ta]